[Na].CN(C)CC1=CC(=NN1C)S(=O)(=O)NC(NC1=C(C=C(C=C1C(C)C)F)C(C)C)=O 5-((Dimethylamino)methyl)-N-((4-fluoro-2,6-diisopropyl-phenyl)carbamoyl)-1-methyl-1H-pyrazole-3-sulfonamide, sodium salt